29-azido-3,6,9,12,15,18,21,24,27-nonoxanonacosane N(=[N+]=[N-])CCOCCOCCOCCOCCOCCOCCOCCOCCOCC